C(#N)C=1C=C(CN2C(=NC3=C2C=CC(=C3)C(=O)NCC3=CC=C(C=C3)S(=O)(=O)CC)C(F)(F)F)C=CC1OC 1-(3-cyano-4-methoxybenzyl)-N-(4-(ethylsulfonyl)benzyl)-2-(trifluoromethyl)-1H-benzo[d]imidazole-5-carboxamide